tert-butyl ((R)-1-(((S)-3-(9H-carbazol-9-yl)-2-hydroxypropyl)amino)propan-2-yl)carbamate C1=CC=CC=2C3=CC=CC=C3N(C12)C[C@H](CNC[C@@H](C)NC(OC(C)(C)C)=O)O